(1R,4R)-2,5-diaza-bicyclo[2.2.1]heptane-2-carboxylic acid tert-butyl ester C(C)(C)(C)OC(=O)N1[C@H]2CN[C@@H](C1)C2